O-(4-aminophenyl) 4-(((3R,4R)-1-(2-cyanoacetyl)-4-methyl piperidin-3-yl) (methyl) amino)-7H-pyrrolo[2,3-d]pyrimidine-7-carbothioate hydrochloride Cl.C(#N)CC(=O)N1C[C@@H]([C@@H](CC1)C)N(C=1C2=C(N=CN1)N(C=C2)C(OC2=CC=C(C=C2)N)=S)C